4,6-Difluoro-N-(2-((2R,3S)-2-methylazepan-3-yl)thieno[2,3-b]pyridin-4-yl)benzo[d]thiazol-5-amine FC1=C(C(=CC2=C1N=CS2)F)NC2=C1C(=NC=C2)SC(=C1)[C@@H]1[C@H](NCCCC1)C